4-[4-chloro-6-(difluoromethyl)pyridin-2-yl]morpholine ClC1=CC(=NC(=C1)C(F)F)N1CCOCC1